(1r,3s)-3-(((4-(1-(2-fluorophenyl)-1H-pyrazol-4-yl)pyrimidin-5-yl)oxy)methyl)cyclopentane-1-amine FC1=C(C=CC=C1)N1N=CC(=C1)C1=NC=NC=C1OC[C@@H]1C[C@@H](CC1)N